2-(trifluoroacetamido)ethylamine hydrochloride Cl.FC(C(=O)NCCN)(F)F